3-methoxy-N-methylbenzenesulfonamide COC=1C=C(C=CC1)S(=O)(=O)NC